butyl 3-[[2,3-dichloro-6-(prop-2-en-1-yloxy)phenyl](hydroxy)methyl]indole-1-carboxylate ClC1=C(C(=CC=C1Cl)OCC=C)C(C1=CN(C2=CC=CC=C12)C(=O)OCCCC)O